F[C@H]1CN(CC[C@H]1NC1=C2C=C(N(C2=CC=C1)CC(F)(F)F)C=O)C 4-(((3S,4R)-3-fluoro-1-methylpiperidin-4-yl)amino)-1-(2,2,2-trifluoroethyl)-1H-indole-2-carbaldehyde